N1(C=NC=C1)CC1=CC(=C2CCN(C(C2=C1)=O)C1=NC=NC2=CC(=C(C=C12)OCC1=CC=CC=C1)OC)C=1C(=NN(C1)C)C(F)(F)F 7-((1H-imidazol-1-yl)methyl)-2-(6-(benzyloxy)-7-methoxyquinazolin-4-yl)-5-(1-methyl-3-(trifluoromethyl)-1H-pyrazol-4-yl)-3,4-dihydroisoquinolin-1(2H)-one